[3-[(4-benzyloxy-3-fluoro-phenyl)methyl]-4-chloro-phenyl]methanone C(C1=CC=CC=C1)OC1=C(C=C(C=C1)CC=1C=C(C=CC1Cl)C=O)F